Tert-butyl N-{[6-methoxy-5-(3-{methyl[2-(oxan-2-yloxy)ethyl]amino}propoxy)-1,3-benzothiazol-2-yl]methyl}carbamate COC1=CC2=C(N=C(S2)CNC(OC(C)(C)C)=O)C=C1OCCCN(CCOC1OCCCC1)C